ClC=1C(=C(C=CC1)NC1=NC=NC2=CC(=C(C=C12)NC(C(=C)CO)=O)C#C[C@@]12CN(C[C@H]2C1)C)F N-(4-((3-chloro-2-fluorophenyl)amino)-7-(((1R,5S)-3-methyl-3-azabicyclo[3.1.0]hexan-1-yl)ethynyl)quinazolin-6-yl)-2-(hydroxyl-methyl)acrylamide